4-[[[(3aS,7aS)-3a-(3,4-dimethoxyphenyl)-1-methyl-2,3,4,5,7,7a-hexahydroindol-6-ylidene]amino]carbamoyl-amino]butanoic acid COC=1C=C(C=CC1OC)[C@@]12CCN([C@H]2CC(CC1)=NNC(=O)NCCCC(=O)O)C